1-[2-chloro-6-[5-[(6-methylpyridazin-3-yl)amino]benzimidazol-1-yl]-3-pyridyl]ethanone ClC1=NC(=CC=C1C(C)=O)N1C=NC2=C1C=CC(=C2)NC=2N=NC(=CC2)C